N-(5-cyclopropyl-1H-pyrazol-3-yl)-3-methylbutanamide C1(CC1)C1=CC(=NN1)NC(CC(C)C)=O